C(#N)CC1(CN(C1)C1CCN(CC1)C(=O)NC1=CC=C(C=C1)C(F)(F)F)N1N=CC(=C1)C=1C2=C(N=CN1)NC=C2 4-{3-(cyanomethyl)-3-[4-(7H-pyrrolo[2,3-d]pyrimidin-4-yl)-1H-pyrazol-1-yl]azetidin-1-yl}-N-[4-(trifluoromethyl)phenyl]piperidine-1-carboxamide